OC1=C(C(=O)N)C=CC(=C1)SC hydroxy-4-(methylthio)benzamide